7-((4-(2-trifluoromethyl-6-(ethylcarbamoyl)pyridin-3-yl)piperazin-1-yl)methyl)-9-fluoro-3,5-dihydrofuro[3,4-c]quinolin-4(1H)-one FC(C1=NC(=CC=C1N1CCN(CC1)CC=1C=C(C=2C3=C(C(NC2C1)=O)COC3)F)C(NCC)=O)(F)F